ClC1=NC(=C2NC=NC2=C1)Cl 3-deaza-2,6-dichloro-purine